NC1=C(C=CC(=C1)SC(F)(F)F)N(C(=O)C1=NC=C(C=C1SCC)OC(C)(C)C#N)C N-[2-amino-4-(trifluoromethyl-sulfanyl)phenyl]-5-(1-cyano-1-methyl-ethoxy)-3-ethylsulfanyl-N-methyl-pyridine-2-carboxamide